5-(1-(2,2-difluoroethyl)-1H-benzo[d][1,2,3]triazol-6-yl)-6-fluoro-4-methoxy-N-(1-(3-methyloxetan-3-yl)piperidin-4-yl)pyrrolo[2,1-f][1,2,4]triazin-2-amine FC(CN1N=NC2=C1C=C(C=C2)C=2C(=CN1N=C(N=C(C12)OC)NC1CCN(CC1)C1(COC1)C)F)F